[(3R)-1-(2-bromo-5-fluoro-phenyl)-3-piperidyl]oxy-tert-butyl-dimethyl-silane BrC1=C(C=C(C=C1)F)N1C[C@@H](CCC1)O[Si](C)(C)C(C)(C)C